C(C)(C)(C)N([C@@H](CC(=O)[O-])C(=O)[O-])C(=O)OC(C)(C)C t-butyl-(t-butoxycarbonyl)-L-aspartate